CN1CCC(CC1)N1N=C2C=C(C=CC2=C1)C=1CC[C@@H](CN1)C 2-(1-Methyl-4-piperidyl)-6-[(3S)-3-methyl-2,3,4,5-tetrahydropyridin-6-yl]indazole